(2S)-2-{[(isoquinolin-4-yl)methyl]amino}-5,5-dimethylhexanoic acid C1=NC=C(C2=CC=CC=C12)CN[C@H](C(=O)O)CCC(C)(C)C